2-hydroxyethyl 4-(4-methylpent-3-en-1-yl)cyclohex-3-enecarboxylate CC(=CCCC1=CCC(CC1)C(=O)OCCO)C